OC=1C=C2CC[C@@H]([C@@H](C2=CC1)C1=CC=C(C=C1)N1CCC(CC1)C=O)C1CCOCC1 1-[4-[(1R,2R)-6-hydroxy-2-tetrahydropyran-4-yl-tetralin-1-yl]phenyl]piperidine-4-carbaldehyde